2-(5-chloro-2-oxo-2,3-dihydro-1H-indol-1-yl)-N-[3-(dimethylamino)propyl]acetamide ClC=1C=C2CC(N(C2=CC1)CC(=O)NCCCN(C)C)=O